2-Benzyl-8-(3-fluorobenzyl)-6-phenylimidazo[1,2-a]pyrazin-3(7H)-one C(C1=CC=CC=C1)C1=NC=2N(C=C(NC2CC2=CC(=CC=C2)F)C2=CC=CC=C2)C1=O